FC1=CC(=C(C=C1)NC=1C2=C(N=CN1)C=CC(=N2)N2N=C(C=C2)C(=O)N2CCNCC2)OC(C)C (1-(4-((4-fluoro-2-isopropoxyphenyl)amino)pyrido[3,2-d]pyrimidin-6-yl)-1H-pyrazol-3-yl)(piperazin-1-yl)methanone